calcium-iron-manganese [Mn].[Fe].[Ca]